C(C)(C)(C)OC(=O)N1CCC(CC1)N1C=CC2=C(C=CC=C12)[N+](=O)[O-].NC1=C2C=CN(C2=CC=C1)C1CCN(CC1)C(=O)OC(C)(C)C tert-Butyl 4-(4-amino-1H-indol-1-yl)piperidine-1-carboxylate tert-Butyl-4-(4-nitro-1H-indol-1-yl)piperidine-1-carboxylate